N-[(1s,4s)-4-{[6-chloro-2-(trifluoromethyl)quinolin-4-yl]amino}cyclohexyl]-3-(1H-1,2,4-triazol-1-yl)benzamide ClC=1C=C2C(=CC(=NC2=CC1)C(F)(F)F)NC1CCC(CC1)NC(C1=CC(=CC=C1)N1N=CN=C1)=O